C(C)OC(=O)C1=NC(=C(N=C1)N)C1=C(C(=CC=C1)Cl)Cl 5-amino-6-(2,3-dichlorophenyl)pyrazine-2-carboxylic acid ethyl ester